Tert-butyl (1S,4S)-5-((4-(5-(difluoromethyl)-1,3,4-oxadiazol-2-yl)-2-fluorobenzyl)(4-fluorophenyl)carbamothioyl)-2,5-diazabicyclo[2.2.1]heptan-2-carboxylate FC(C1=NN=C(O1)C1=CC(=C(CN(C(=S)N2[C@@H]3CN([C@H](C2)C3)C(=O)OC(C)(C)C)C3=CC=C(C=C3)F)C=C1)F)F